N-(2-(4-amino-3-(4-((5-fluoro-2-methoxybenzamido)methyl)phenyl)-1H-pyrazolo[3,4-d]pyrimidin-1-yl)-2-cyclopropyl-ethyl)-N-cyclopropyl-1H-1,2,4-triazole-1-carboxamide NC1=C2C(=NC=N1)N(N=C2C2=CC=C(C=C2)CNC(C2=C(C=CC(=C2)F)OC)=O)C(CN(C(=O)N2N=CN=C2)C2CC2)C2CC2